8-(4-aminobut-1-yn-1-yl)-4-oxoquinazolin NCCC#CC=1C=CC=C2C(NC=NC12)=O